BrC1=CC(=C(S1)C(N)=O)NC(=O)[C@H]1N([C@H](CC1)C1=CC=CC=C1)C(=O)OC(C)(C)C tert-butyl (2S,5R)-2-[(5-bromo-2-carbamoylthiophen-3-yl)carbamoyl]-5-phenylpyrrolidine-1-carboxylate